tetracosanamine C(CCCCCCCCCCCCCCCCCCCCCCC)N